OCC1(CCN(CC1)C1=NC=C(C=C1)Br)C(=O)OC Methyl 4-hydroxymethyl-1-(5-bromopyridin-2-yl)piperidine-4-carboxylate